NC1=CC=C(C=C1)CCCOCCCC1=CC=C(C=C1)N 4-aminophenylpropyl ether